ClC=1C=C(C=CC1)C1=CN(C=2N=CN=C(C21)N2CCC(CC2)(C)NC(OC(C)(C)C)=O)COCC[Si](C)(C)C tert-butyl (1-(5-(3-chlorophenyl)-7-((2-(trimethylsilyl)ethoxy)methyl)-7H-pyrrolo[2,3-d]pyrimidin-4-yl)-4-methylpiperidin-4-yl)carbamate